FC(C(=O)O)(F)F.O=CC(=O)O 2-oxoacetic acid trifluoroacetate salt